4-(2,4,5-trichlorocarbonylbenzoyl)oxybutyl 2,4,5-trichlorocarbonyl-benzoate ClC(=O)C1=C(C(=O)OCCCCOC(C2=C(C=C(C(=C2)C(=O)Cl)C(=O)Cl)C(=O)Cl)=O)C=C(C(=C1)C(=O)Cl)C(=O)Cl